(S)-6-(1-aminoethyl)-7-bromo-2-chloro-N-(furan-2-ylmethyl)thieno[3,2-d]Pyrimidin-4-amine N[C@@H](C)C1=C(C=2N=C(N=C(C2S1)NCC=1OC=CC1)Cl)Br